2-{[methoxycarbonylmethyl-(4-methylphenylsulfonyl)-amino]-methyl}-6-naphthalen-2-yl-nicotinic acid methyl ester COC(C1=C(N=C(C=C1)C1=CC2=CC=CC=C2C=C1)CN(S(=O)(=O)C1=CC=C(C=C1)C)CC(=O)OC)=O